C1(CCCCC1)OC(=O)C1=CC=C(C=C1)C 4-toluic acid cyclohexyl ester